O[C@@H](C(=O)N1[C@@H](C[C@H](C1)C(F)(F)F)C(=O)N[C@@H](C[C@H]1C(NCC1)=O)C(COC(F)(F)F)=O)CC(C)C (2S,4R)-1-((R)-2-hydroxy-4-methylpentanoyl)-N-((S)-3-oxo-1-((S)-2-oxopyrrolidin-3-yl)-4-(trifluoromethoxy)butan-2-yl)-4-(trifluoromethyl)pyrrolidine-2-carboxamide